FC(CCC1N(S(C2=C(N(C1)C1=CC=C(C=C1)F)C=C(C(=C2)OCC(C)(C=2N=NNN2)C)C(F)(F)F)(=O)=O)C)(C)F (3,3-Difluorobutyl)-5-(4-fluorophenyl)-2-methyl-8-(2-methyl-2-(2H-tetrazol-5-yl)propoxy)-7-(trifluoromethyl)-2,3,4,5-tetrahydrobenzo[f][1,2,5]thiadiazepine 1,1-dioxide